1,2,3-tris(4-bromophenyl)guanidine BrC1=CC=C(C=C1)NC(=NC1=CC=C(C=C1)Br)NC1=CC=C(C=C1)Br